COC1=CC(=C(C=C1)C(=O)N1[C@@H]2[C@@H](C[C@H](C1)C2)OC2=NC=C(C=C2)C(F)(F)F)C2=NC=CC=N2 (4-methoxy-2-(pyrimidin-2-yl)phenyl)((1S,4R,6R)-6-((5-(trifluoromethyl)pyridin-2-yl)oxy)-2-azabicyclo[2.2.1]heptan-2-yl)methanone